N1C(CNC2=CC=CC=C12)=O 3,4-dihydroquinoxaline-2-one